6-amino-2-(3,5-dichloro-4-((4-methyl-2-(2-fluoropyridine-4-yl)quinolin-6-yl)oxy)phenyl)-1,2,4-triazine-3,5(2H,4H)-dione NC=1C(NC(N(N1)C1=CC(=C(C(=C1)Cl)OC=1C=C2C(=CC(=NC2=CC1)C1=CC(=NC=C1)F)C)Cl)=O)=O